2-([2,2'-bipyrimidin]-4-yl)-5,6-dimethoxyisoindolin-1-one N1=C(N=C(C=C1)N1C(C2=CC(=C(C=C2C1)OC)OC)=O)C1=NC=CC=N1